1-(3-(1H-imidazol-1-yl)benzyl)-1-(3-methoxybenzyl)thiourea N1(C=NC=C1)C=1C=C(CN(C(=S)N)CC2=CC(=CC=C2)OC)C=CC1